C(C)(C)(C)C1=C(C(=CC(=C1)CCCOP1OC2=C(C3=C(O1)C(=CC(=C3)C(C)(C)C)C(C)(C)C)C=C(C=C2C(C)(C)C)C(C)(C)C)C)O 2-tert-butyl-6-methyl-4-{3-[(2,4,8,10-tetra-tert-butyldibenzo[d,f][1,3,2]dioxaphosphepin-6-yl)oxy]propyl}phenol